CN1C=CC2=CC=C(C=C12)C=1C=C(C=C2N=CC=NC12)NC=1CN(C=CC1)C1CCN(CC1)C 3-{[8-(1-methyl-1H-indol-6-yl)quinoxalin-6-yl]amino}-N-(1-methylpiperidin-4-yl)pyridine